NCC=1C=C(C=CC1)N1N=C(C=C1C(=O)NC1=C(C=CC(=C1)[C@H](OCC1CC1)C1=CC=C(C=C1)C#N)F)C(F)(F)F |r| Racemic-1-(3-(aminomethyl)phenyl)-N-(5-((4-cyanophenyl)(cyclopropylmethoxy)methyl)-2-fluorophenyl)-3-(trifluoromethyl)-1H-pyrazole-5-carboxamide